benzyl 3-(4-(((tert-butoxycarbonyl)amino)methyl)tetrahydro-2H-pyran-4-yl)propanoate C(C)(C)(C)OC(=O)NCC1(CCOCC1)CCC(=O)OCC1=CC=CC=C1